C(C)C=1C=C(C(=O)OC)C=C(C1CC)CC methyl 3,4,5-triethylbenzoate